C(CCC)N1C([C@@H](NC(C12CCN(CC2)CC2=CC=C(C=C2)OC2=C(C=C(C=C2)NS(=O)(=O)C)OC)=O)CC(C)C)=O (3S)-1-butyl-2,5-dioxo-3-(2-methylpropyl)-9-(4-(2-methoxy-4-methylsulfonylaminophenoxy)phenylmethyl)-1,4,9-triazaspiro[5.5]undecane